(1R,2R,3S)-N-[8-amino-7-fluoro-6-(4-methylpyridin-3-yl)isoquinolin-3-yl]-2-(1H-imidazol-5-yl)-3-methylcyclopropane-1-carboxamide NC=1C(=C(C=C2C=C(N=CC12)NC(=O)[C@H]1[C@@H]([C@@H]1C)C1=CN=CN1)C=1C=NC=CC1C)F